CC1=CC=C(C=C1)S(=O)(=O)OCCCCCCCC#C Non-8-ynyl 4-methylbenzenesulfonate